ClC1=CC(=CC(=N1)C1=CC(=NC=C1)C(NC)=O)[C@H]1CN(C[C@@H](O1)C)C(=O)OC(C)(C)C tert-butyl (2S,6S)-2-(6-chloro-2'-(methylcarbamoyl)-[2,4'-bipyridin]-4-yl)-6-methylmorpholine-4-carboxylate